N-(2-chloro-3-((3,5-dimethyl-4-oxo-3,4-dihydroquinazolin-6-yl)oxy)phenyl)-N-(propylsulfonyl)propane-1-sulfonamide ClC1=C(C=CC=C1OC=1C(=C2C(N(C=NC2=CC1)C)=O)C)N(S(=O)(=O)CCC)S(=O)(=O)CCC